ClC1=NC(=C2N=CN(C2=N1)C1OCCC1)NCC1OCCC1 2-Chloro-6-(tetrahydrofuran-2-ylmethylamino)-9-(tetrahydrofuran-2-yl)purin